C(C1=CC=CC=C1)OC1=C(C=CC=C1)NC1=NC(=NC2=CC=CC=C12)NC1=CC=C(C=C1)CC#N 2-(4-((4-((2-(benzyloxy)phenyl)amino)quinazolin-2-yl)amino)phenyl)acetonitrile